FC(CCC=1OC(=CN1)C=1C=CC(=NC1C1=CC=2N(C=C1)C=CN2)C#N)(C)C 5-(2-(3-fluoro-3-methylbutyl)oxazol-5-yl)-6-(imidazo[1,2-a]pyridin-7-yl)picolinonitrile